(S)-5-cyclopropyl-5-(3-oxo-3-(5-(trifluoromethoxy)isoindolin-2-yl)propyl)imidazolidine-2,4-dione C1(CC1)[C@]1(C(NC(N1)=O)=O)CCC(N1CC2=CC=C(C=C2C1)OC(F)(F)F)=O